COC(=O)C=1C=CC2=C(N(C(=N2)CN2CC3CC3(CC2)C2=NC(=CC=C2)O)C[C@H]2OCC2)C1 2-((6-(6-hydroxypyridin-2-yl)-3-azabicyclo[4.1.0]hept-3-yl)methyl)-1-((S)-oxetan-2-ylmethyl)-1H-benzo[d]imidazole-6-carboxylic acid methyl ester